N[C@H](C#N)C1=C(C(=CC=C1)C(F)(F)F)C (S)-2-amino-2-(2-methyl-3-(trifluoromethyl)phenyl)acetonitrile